C(C)(C)(C)OC(=O)N1CC(C1)C1=NN(C2=NC=CC(=C21)N2C=NC=C2)C2=CC=C(C=C2)OC(F)(F)F 3-(4-(1H-imidazol-1-yl)-1-(4-(trifluoromethoxy)phenyl)-1H-pyrazolo[3,4-b]pyridin-3-yl)azetidine-1-carboxylic acid tert-butyl ester